FC=1C=C(N)C=CC1C1=C(C=NC=C1)C 3-fluoro-4-(3-methylpyridin-4-yl)aniline